CC1=C(C(=O)N)C=C(C=C1)B1OC(C(O1)(C)C)(C)C 2-methyl-5-(4,4,5,5-tetramethyl-1,3,2-dioxaborolan-2-yl)benzamide